CC1(C2=CC=CC=C2C=2C=CC(=CC12)C1=CC(=CC(=C1)C1=CC=2C(C3=CC=CC=C3C2C=C1)(C)C)C1=CC=2C(C3=CC=CC=C3C2C=C1)(C)C)C 1,3,5-tris(9,9-dimethyl-9H-fluoren-2-yl)benzene